bis(piperidin-1-yl)spiro[isoindolin-1,9'-xanthen]-3-one N1(CCCCC1)C1=C(C=2C3(C4=CC=CC=C4OC2C=C1)NC(C1=CC=CC=C13)=O)N1CCCCC1